OC1=C(C(N(C=C1C)C)=O)NC(N[C@@H](CC(=O)OCC)C=1C=C(C=CC1)C1=C(C=CC=C1)C(F)(F)F)=O Ethyl (S)-3-(3-(4-Hydroxy-1,5-dimethyl-2-oxo-1,2-dihydropyridin-3-yl)ureido)-3-(2'-(trifluoromethyl)biphenyl-3-yl)propanoat